(R)-1-phenylethan-1-aminium (R)-2-(1-(3-carboxypropyl)-4-chloro-2,3-dihydro-1H-inden-1-yl)acetate C(=O)(O)CCC[C@@]1(CCC2=C(C=CC=C12)Cl)CC(=O)[O-].C1(=CC=CC=C1)[C@@H](C)[NH3+]